O1CC(C1)C1=CC=C(CNC(C)C2=NC=CC=N2)C=C1 N-(4-(oxetan-3-yl)benzyl)-1-(pyrimidin-2-yl)ethan-1-amine